P(=O)(O)(O)O.C(C)(C)C1=CC=CC=C1.C(C)(C)C1=CC=CC=C1.C(C)(C)C1=CC=CC=C1 tri(2-isopropylbenzene) phosphate